Deoxy-3'-fluoro-2-iodoadenosine F[C@@]1(C[C@@H](O[C@@H]1CO)N1C=NC=2C(N)=NC(=NC12)I)O